CCCCCCCCCCCCCC(=O)CCCCCCCCCCCCC Myriston